2-[[(butylthio)thiomethyl]thio]propionic acid C(CCC)SSCSC(C(=O)O)C